benzyl (2R,5S)-2-(3-amino-4-sulfanyl-phenyl)-5-methyl-piperidine-1-carboxylate NC=1C=C(C=CC1S)[C@@H]1N(C[C@H](CC1)C)C(=O)OCC1=CC=CC=C1